ClC1=CC=C2C(N(C(N(C2=C1)CC1=CC=C(C=C1)C(C(=O)NO)=C)=O)CCC1=CC=CC=C1)=O (4-((7-chloro-2,4-dioxo-3-phenethyl-3,4-dihydroquinazolin-1(2H)-yl)methyl)phenyl)-N-hydroxyacrylamide